8-chloro-7-iodoimidazo[1,2-a]pyridin-2(3H)-one ClC=1C=2N(C=CC1I)CC(N2)=O